CC1(OC2=C(C3=C(C=C2CC1)CCC(O3)(C)C)C=3SC(=CC3)C=3C1=C(C=C2CCC(OC32)(C)C)CCC(O1)(C)C)C 2,5-bis(2,2,8,8-tetramethyl-3,4,7,8-tetrahydro-2H,6H-pyrano[3,2-g]chromen-10-yl)thiophene